3-((2-((6-methoxypyridin-3-yl)methyl)-3-oxoisoindolin-1-yl)methyl)pyridine-2,4-dicarbonitrile COC1=CC=C(C=N1)CN1C(C2=CC=CC=C2C1=O)CC=1C(=NC=CC1C#N)C#N